[N+](=O)([O-])C=1C=CC(=NC1NC1=CC=NC=C1)N1C2CN(C(C1)CC2)C(=O)OC(C)(C)C tert-butyl 5-[5-nitro-6-(4-pyridylamino)-2-pyridinyl]-2,5-diazabicyclo[2.2.2]octane-2-carboxylate